5-CHLORO-1-(1-METHYLETHYL)-1H-1,2,4-TRIAZOL ClC1=NC=NN1C(C)C